1'-[1,4-butanediyl-bis(oxy-p-phenylene)]bismaleimide C(CCCOC1=CC=C(C=C1)C=1C(=O)NC(C1)=O)OC1=CC=C(C=C1)C=1C(=O)NC(C1)=O